1-(2-(benzyloxy)ethyl)-6-fluoro-4-carbonyl-1,4-dihydroquinoline-2-carboxylic acid methyl ester COC(=O)C=1N(C2=CC=C(C=C2C(C1)=C=O)F)CCOCC1=CC=CC=C1